C(C)(C)(C)C1=C(C=C(C=N1)C=1N=C2SC[C@H](CN2C(C1C#N)=O)COCOC)F (R)-8-(6-(tert-butyl)-5-fluoropyridin-3-yl)-3-((methoxymethoxy)methyl)-6-oxo-3,4-dihydro-2H,6H-pyrimido[2,1-b][1,3]thiazine-7-carbonitrile